C(C)(=O)C1=C(C=C(C=C1)Cl)C1=CC(N(C=C1OC)[C@@H](CNC1=CC=C(C(=O)O)C=C1)CCOC1CCC1)=O (R)-4-(2-(4-(2-acetyl-5-chlorophenyl)-5-methoxy-2-oxopyridin-1(2H)-yl)-4-cyclobutyloxybutylamino)benzoic acid